2-(furan-3-yl)-6-methyl-N-(3-(5-(4-(trifluoromethoxy)phenyl)pyrazin-2-yl)propyl)thieno[2,3-d]pyrimidin-4-amine O1C=C(C=C1)C=1N=C(C2=C(N1)SC(=C2)C)NCCCC2=NC=C(N=C2)C2=CC=C(C=C2)OC(F)(F)F